dibutyl-naphthalenesulfonic acid sodium salt [Na+].C(CCC)C=1C(=C(C2=CC=CC=C2C1)S(=O)(=O)[O-])CCCC